Ethyl (2Z)-2-[(2,6-dichloro-5-fluoropyridin-3-yl) carbonyl]-3-ethoxyacrylate ClC1=NC(=C(C=C1C(=O)/C(/C(=O)OCC)=C/OCC)F)Cl